FC=1C=CC2=C(C1)C1(CCN(CC1)C(=O)C1=C(OC=3N=CN=C(C31)NC3(CC3)C)C)OCN2 6-Fluoro-1'-{6-methyl-4-[(1-methylcyclopropyl)amino]furo[2,3-d]pyrimidine-5-carbonyl}-1,2-dihydrospiro[3,1-benzoxazine-4,4'-piperidine]